[Si](C)(C)(C(C)(C)C)O[C@H]1C[C@H](C2(C1)CCN(CC2)C(=O)OC(C)(C)C)NS(=O)C(C)(C)C tert-butyl (1R,3R)-3-[(tert-butyldimethylsilyl) oxy]-1-[(2-methylpropan-2-sulfinyl) amino]-8-azaspiro[4.5]decane-8-carboxylate